C(N)(OCCCCC)=O (amyl) carbamate